N-(5-bromo-1H-pyrrolo[3,2-b]pyridin-3-yl)-1-(2-methoxyethyl)-5-phenoxy-1H-benzo[d]imidazol-2-amine BrC1=CC=C2C(=N1)C(=CN2)NC2=NC1=C(N2CCOC)C=CC(=C1)OC1=CC=CC=C1